BrCCC=C(F)F 4-bromo-1,1-difluorobutene